ClC=1C=C(C=CC1OC)NC(=O)[C@H]1N(CCC1)S(=O)(=O)C=1C=C(C=C2C=NNC12)C (S)-N-(3-chloro-4-methoxyphenyl)-1-((5-methyl-1H-indazol-7-yl)sulfonyl)pyrrolidine-2-carboxamide